(8-(pyridin-3-ylmethyl)-2,8-diazaspiro[4.5]decan-2-yl)(3,3,5-trimethyl-2,3-dihydro-1H-pyrrolo[3,2-b]pyridin-1-yl)methanone N1=CC(=CC=C1)CN1CCC2(CCN(C2)C(=O)N2CC(C3=NC(=CC=C32)C)(C)C)CC1